D-(-)-N,N-diethyl-2-(α-naphthoxy)propionamide (2S)-methyl-2-(6-(4-chloro-5-methoxy-1H-indole-2-carbonyl)-6-azaspiro[3.4]octane-7-carboxamido)-3-((S)-2-oxopyrrolidin-3-yl)propanoate COC([C@H](C[C@H]1C(NCC1)=O)NC(=O)C1N(CC2(CCC2)C1)C(=O)C=1NC2=CC=C(C(=C2C1)Cl)OC)=O.C(C)N(C([C@@H](C)OC1=CC=CC2=CC=CC=C12)=O)CC